C1(CCCCC1)C1CC(C=2C(C3=CC(=CC=C3NC2C1)C)=O)=O 3-cyclohexyl-7-methyl-3,4-dihydroacridine-1,9(2H,10H)-dione